CN(C/C=C/C(=O)NC1=CC=C(C=C1)C(=O)N1C2C(CC(C1)C2)NC2=NC=CC(=N2)C=2C(=NN1C2C=CC=C1)C1=CC=CC=C1)C (E)-4-(dimethylamino)-N-(4-(6-((4-(2-phenylpyrazolo[1,5-a]pyridin-3-yl)pyrimidin-2-yl)amino)-2-azabicyclo[2.2.1]heptane-2-carbonyl)phenyl)but-2-enamide